CCC(CCCCC(CC)=O)=O Decane-3,8-dione